(tert-Butoxycarbonylamino)-cyclopentanoic acid C(C)(C)(C)OC(=O)NC1(CCCC1)C(=O)O